(S)-3-((2-chloro-5-(1-(difluoromethyl)-1H-pyrazol-3-yl)pyridin-4-yl)amino)-2-fluoropropan-1-ol ClC1=NC=C(C(=C1)NC[C@@H](CO)F)C1=NN(C=C1)C(F)F